O=C1NC(CCC1C1=NN(C2=CC(=CC=C12)N1CCN(CC1)C[C@@H]1CC[C@H](CC1)C(=O)O)C)=O trans-4-((4-(3-(2,6-dioxopiperidin-3-yl)-1-methyl-1H-indazol-6-yl)piperazin-1-yl)methyl)cyclohexane-1-carboxylic acid